R-methylcarbazide CNNC(=O)NN